2-(2-pyrrolidinylethylamino)-4-(benzothien-3-yl)pyrazolo[1,5-a][1,3,5]triazine N1(CCCC1)CCNC1=NC=2N(C(=N1)C1=CSC3=C1C=CC=C3)N=CC2